7-(2-ethoxy-7H-pyrrolo[2,3-d]pyrimidin-5-yl)-2,2-dimethylchroman-4-one C(C)OC=1N=CC2=C(N1)NC=C2C2=CC=C1C(CC(OC1=C2)(C)C)=O